NC1=NC=C(C=N1)C(C(=O)NCC=1C=C2CN(C(C2=CC1)=O)C1C(NC(CC1)=O)=O)(F)F 2-(2-aminopyrimidin-5-yl)-N-((2-(2,6-dioxopiperidin-3-yl)-1-oxoisoindol-5-yl)methyl)-2,2-difluoroacetamide